CN1C(C(=C(C2=CC=CC=C12)N1CCC(CC1)(C=1OC2=C(N1)C=CC(=C2)OC(F)(F)F)C)C#N)=O 1-Methyl-4-{4-methyl-4-[6-(trifluoromethoxy)-1,3-benzoxazol-2-yl]piperidin-1-yl}-2-oxo-1,2-dihydroquinoline-3-carbonitrile